N-((1R,2S)-2-(3,4-difluorophenyl)cyclopropyl)-9-ethyl-2-(propylsulfanyl)-9H-purin-6-amine FC=1C=C(C=CC1F)[C@H]1[C@@H](C1)NC1=C2N=CN(C2=NC(=N1)SCCC)CC